5-((1-(4-(3-(3-Fluoroazetidin-1-yl)pyrrolidin-1-yl)phenyl)-1H-imidazol-4-yl)amino)pyrazine-2-carbonitrile FC1CN(C1)C1CN(CC1)C1=CC=C(C=C1)N1C=NC(=C1)NC=1N=CC(=NC1)C#N